2-(4-Cyano-phenoxy)-N-(5,6-dimethoxy-benzothiazol-2-yl)-2-(4-ethanesulfonyl-phenyl)-acetamide C(#N)C1=CC=C(OC(C(=O)NC=2SC3=C(N2)C=C(C(=C3)OC)OC)C3=CC=C(C=C3)S(=O)(=O)CC)C=C1